4-(azetidin-1-ylmethyl)-3-(2-chloro-3-((N-methylsulfamoyl) amino) benzyl)-6-fluoro-2-oxo-2H-benzopyran-7-yldimethylcarbamate N1(CCC1)CC1=C(C(OC2=C1C=C(C(=C2)CN(C([O-])=O)C)F)=O)CC2=C(C(=CC=C2)NS(NC)(=O)=O)Cl